N-((3R,4S)-4-((2-(2,6-dichloro-3,5-dimethoxyphenyl)-4-(3-methoxy-3-methylazetidin-1-yl)pyrido[3,4-d]pyrimidin-6-yl)amino)tetrahydrofuran-3-yl)acrylamide ClC1=C(C(=C(C=C1OC)OC)Cl)C=1N=C(C2=C(N1)C=NC(=C2)N[C@H]2[C@H](COC2)NC(C=C)=O)N2CC(C2)(C)OC